Diethyl (2-(2-methyl-4-oxobutan-2-yl)phenyl) phosphate P(=O)(OCC)(OCC)OC1=C(C=CC=C1)C(C)(CC=O)C